BrC=1C=C(C(=C(C=NC(C(=O)O)C(C)C)C1)O)O 2-(5-bromo-2,3-dihydroxybenzylidene-amino)-3-methyl-butanoic acid